CC(C[C@@H](CNS(=O)(=O)C1=CC=C(C=C1)[N+](=O)[O-])NC)C (S)-N-(4-methyl-2-(methylamino)pentyl)-4-nitrobenzene-sulfonamide